Ethyl 2-(3-formylcyclobutyl)-2-methyl-propionate C(=O)C1CC(C1)C(C(=O)OCC)(C)C